ClC=1C=C(CC2=NOC(=N2)CC(C(=O)O)=C)C=C(C1F)Cl 2-((3-(3,5-dichloro-4-fluorobenzyl)-1,2,4-oxadiazol-5-yl)methyl)acrylic acid